tert-butyl 5-aminooctahydro-2H-isoindole-2-carboxylate NC1CC2CN(CC2CC1)C(=O)OC(C)(C)C